[Sb].[Ru].O water ruthenium antimony